F[C@H]1[C@H](C[C@@]2(C=C[C@H]1N2)C)C(=C)C2=CC=C(N=N2)C2=C(C=C(C=C2)N2N=CC(=C2)F)O 2-(6-(1-((1R,3R,4S,5R)-4-fluoro-1-methyl-8-azabicyclo[3.2.1]oct-6-en-3-yl)vinyl)pyridazin-3-yl)-5-(4-fluoro-1H-pyrazol-1-yl)phenol